methyl 3-(2-trifluoromethoxyphenyl)-5-cyclopropylisoxazole-4-carboxylate FC(OC1=C(C=CC=C1)C1=NOC(=C1C(=O)OC)C1CC1)(F)F